N1C=NC(=C1)CN(C)C 1-(1H-imidazol-4-yl)-N,N-dimethyl-methylamine